O=C1N(CCN1)CCN1CCN(CC1)CCN(CCN(CC#N)CC#N)CCN(CC#N)CC#N 2,2',2'',2'''-((((2-(4-(2-(2-oxoimidazolidin-1-yl)ethyl)piperazin-1-yl)ethyl)azanediyl)bis(ethane-2,1-diyl))bis(azanetriyl))tetraacetonitrile